C(C)(C)(C)OC(=O)N[C@@H]1[C@@H]([C@H]2C=C[C@@H]1C2)C(=O)OCC2=CC=CC=C2 Benzyl (1R,2R,3S,4S)-3-((tert-butoxycarbonyl)amino)bicyclo[2.2.1]hept-5-ene-2-carboxylate